tert-butyl (2R,6S)-4-{4-cyclobutyl-2-[6-(methoxymethoxy)-2,7-dimethylindazol-5-yl]quinazolin-6-yl}-2,6-dimethylpiperazine-1-carboxylate C1(CCC1)C1=NC(=NC2=CC=C(C=C12)N1C[C@H](N([C@H](C1)C)C(=O)OC(C)(C)C)C)C1=CC2=CN(N=C2C(=C1OCOC)C)C